CC1=C(OCC(=O)OC2=CC=C3C(C(=COC3=C2)C2=C(C=C(C=C2)Cl)Cl)=O)C=CC(=C1)Cl 7-(2-methyl-4-chlorophenoxyacetoxy)-2',4'-dichloroisoflavone